FC([C@@H]1N[C@H](CNC1)C)F |r| rac-(2R,6S)-2-(difluoromethyl)-6-methylpiperazine